COC(C1=CC(=NC=C1)C1=CC(=CC(=C1)OC)OC)=O 2-(3,5-Dimethoxyphenyl)isonicotinic acid methyl ester